N-(3-(hydroxycarbamoyl)phenyl)-4-(naphthalen-2-yl)tetrahydro-2H-pyran-4-carboxamide ONC(=O)C=1C=C(C=CC1)NC(=O)C1(CCOCC1)C1=CC2=CC=CC=C2C=C1